iron (II) bis(butylethylphosphinate) C(CCC)P([O-])(=O)CC.C(CCC)P([O-])(=O)CC.[Fe+2]